1,3-dimethyl-5-(7-(1-methyl-1H-pyrazol-4-yl)-2,3-dihydro-4H-pyrido[4,3-b][1,4]thiazin-4-yl)-7-morpholinoquinolin-2(1H)-one CN1C(C(=CC2=C(C=C(C=C12)N1CCOCC1)N1C2=C(SCC1)C=C(N=C2)C=2C=NN(C2)C)C)=O